N=S1(CC2=C(C1)C=CC(=C2)NC=2C(=NC(=C(N2)C)C2=CC=CC=1N(C=NC12)C)C(=O)N)=O 3-[(2-Imino-2-oxo-1,3-dihydro-2-benzothiophen-5-yl)amino]-5-methyl-6-(1-methylbenzimidazol-4-yl)pyrazin-2-carboxamid